3-bromo-4-carbamoyl-5-[((cyclopropylmethyl)amino)pyrazol-1-yl]pyrrolidine-1-carboxylate BrC1CN(C(C1C(N)=O)N1N=C(C=C1)NCC1CC1)C(=O)[O-]